C1(=CC=CC=C1)CS(=O)(=O)OC1=C(OC(C1=O)C1=C(C=C(C=C1)F)Cl)N 2-amino-5-(2-chloro-4-fluorophenyl)-4-oxo-4,5-dihydrofuran-3-yl phenylmethanesulfonate